4-((6-((2-(2,6-dioxo-piperidine-3-yl)-1,3-dioxoisoindoline-4-yl)amino)hexyl)glycyl)piperazine O=C1NC(CCC1N1C(C2=CC=CC(=C2C1=O)NCCCCCCNCC(=O)N1CCNCC1)=O)=O